8-[6-[(1R)-1-aminoethyl]-2-formyl-pyrrolo[2,3-b]Pyridin-1-yl]2,2-dimethyl-octanoic acid N[C@H](C)C1=CC=C2C(=N1)N(C(=C2)C=O)CCCCCCC(C(=O)O)(C)C